BrC1=CC=C(C=2N=CC=NC12)S(=O)(=O)NC=1C=C(C=2N(C1)C=C(N2)C)F 8-bromo-N-(8-fluoro-2-methyl-imidazo[1,2-a]pyridin-6-yl)quinoxaline-5-sulfonamide